methyl-thiazolyl-tetrazolium CC=1N=NN[N+]1C=1SC=CN1